O[Si](CCCSSSSCCC[Si](C)(C)O)(C)C bis-(3-hydroxy-dimethylsilyl-propyl) tetrasulfide